NC[C@]1([C@@H](CN(CC1)CC1=CC=CC=C1)O)C trans-4-(aminomethyl)-1-benzyl-4-methylpiperidin-3-ol